COC1=CC=CC=2C=3N(C(=NC12)N)N=C(N3)[C@H]3CN(CCC3)CC3=CN=C(S3)C 7-methoxy-2-((3R)-1-((2-methyl-1,3-thiazol-5-yl)methyl)piperidin-3-yl)[1,2,4]triazolo[1,5-c]quinazolin-5-amine